C(C1=CC=CC=C1)N1CCN(CC1)C1=NN2C(CN(CC2)C2=CN=C3C=CC(=NC3=C2)C=2C(=NNC2)C2=C(C=CC(=C2)Cl)F)=N1 7-[2-(4-benzylpiperazin-1-yl)-6,8-dihydro-5H-[1,2,4]triazolo[1,5-a]pyrazin-7-yl]-2-[3-(5-chloro-2-fluoro-phenyl)-1H-pyrazol-4-yl]-1,5-naphthyridine